ethoxy-5-[(2R)-2-ethyl-4-(3,5,7-trifluoroadamantan-1-carbonyl)piperazin-1-yl]-N-[(3R)-pyrrolidin-3-yl]-[2,3'-bipyridine]-6-carboxamide C(C)OC=1C(=NC(=C(C1)N1[C@@H](CN(CC1)C(=O)C12CC3(CC(CC(C1)(C3)F)(C2)F)F)CC)C(=O)N[C@H]2CNCC2)C=2C=NC=CC2